O=C1N(CC2=CC=CC(=C12)NC=1C=C2C(=NC1)NN=C2)CC(=O)N[C@H](C(F)(F)F)C [1-oxo-7-(1H-pyrazolo[3,4-b]pyridin-5-ylamino)isoindolin-2-yl]-N-[(1S)-2,2,2-trifluoro-1-methyl-ethyl]acetamide